(5R)-5-ethyl-3-[2-(3-methoxy-4-chloro-phenoxy)-4-pyridyl]-5-methylimidazolidine-2,4-dione C(C)[C@@]1(C(N(C(N1)=O)C1=CC(=NC=C1)OC1=CC(=C(C=C1)Cl)OC)=O)C